2-sec-butylisoquinolin-1(2H)-one C(C)(CC)N1C(C2=CC=CC=C2C=C1)=O